C(C)(C)C1=C(NC2=CC=C(C=C12)OCC1CN(C1)C)C=1C=C(C=2N(C1)N=CN2)C 6-(3-isopropyl-5-((1-methylazetidin-3-yl)methoxy)-1H-indol-2-yl)-8-methyl-[1,2,4]triazolo[1,5-a]pyridine